NC1=NC=2C=C(C(=CC2C2=C1C=NN2C)C(=O)N([C@@H]2COCC1=NC(=CC=C12)C(F)(F)F)C)Cl 4-amino-7-chloro-N,1-dimethyl-N-((5S)-2-(trifluoromethyl)-5,8-dihydro-6H-pyrano[3,4-b]-pyridin-5-yl)-1H-pyrazolo[4,3-c]quinoline-8-carboxamide